C(C1=CC=CC=C1)OCCC1CCN2C(O1)=CC(=N2)C(=O)OCC ethyl 5-(2-(benzyloxy) ethyl)-6,7-dihydro-5H-pyrazolo[5,1-b][1,3]oxazine-2-carboxylate